6-chloro-3-(2,3-dihydrobenzo[b][1,4]dioxine-6-carbonyl)-N-(3-(dimethylamino)propyl)-4-oxo-4H-chromene-2-carboxamide ClC=1C=C2C(C(=C(OC2=CC1)C(=O)NCCCN(C)C)C(=O)C1=CC2=C(OCCO2)C=C1)=O